N1=C(C=CC2=CC=CC=C12)[B-](O)(O)O.[Li+] LITHIUM (QUINOLIN-2-YL)TRIHYDROXYBORATE